diethyl-(fluoro)(propargyl)silane tert-butyl-(1R,5S,6s)-6-((2-(4-fluorophenyl)-6-(2-hydroxypropan-2-yl)pyridin-4-yl)oxy)-3-azabicyclo[3.1.0]hexane-3-carboxylate C(C)(C)(C)OC(=O)N1C[C@@H]2C([C@@H]2C1)OC1=CC(=NC(=C1)C(C)(C)O)C1=CC=C(C=C1)F.C(C)[Si](CC#C)(F)CC